ClC1=C(C=C(C=C1)N1CCN(CC1)C(=O)OC(C)(C)C)C#N tert-butyl 4-(4-chloro-3-cyano-phenyl)piperazine-1-carboxylate